(6-chloro-3',6'-dihydro-[2,4'-bipyridyl]-1'(2'H)-yl)methanol ClC1=CC=CC(=N1)C=1CCN(CC1)CO